S-(2-(2-((4-(2,2-dimethyl-1,3-dioxan-5-yl)butyl)(methyl)amino)ethoxy)ethyl) ethanethioate C(C)(SCCOCCN(C)CCCCC1COC(OC1)(C)C)=O